(5-(2-(3,3-dimethylazetidin-1-yl)acetamido)-2-methylpyridin-3-yl)-2-(4-methylpyrimidin-5-yl)pyrazolo[5,1-b]thiazole-7-carboxamide CC1(CN(C1)CC(=O)NC=1C=C(C(=NC1)C)C=1N2C(SC1C=1C(=NC=NC1)C)=C(C=N2)C(=O)N)C